(4-(4-(benzo[d]thiazol-5-yloxy)quinolin-6-yl)phenyl)(4-methylpiperazin-1-yl)methanone S1C=NC2=C1C=CC(=C2)OC2=CC=NC1=CC=C(C=C21)C2=CC=C(C=C2)C(=O)N2CCN(CC2)C